6-bromo-3,4-Dihydronaphthalene-1(2H)-one BrC=1C=C2CCCC(C2=CC1)=O